2-(3,4,6-trifluoro-2-(trifluoromethyl)benzamido)butanoic acid FC=1C(=C(C(=O)NC(C(=O)O)CC)C(=CC1F)F)C(F)(F)F